N'-(2-chloro-5-methyl-4-(methyl-(p-tolyl)amino)phenyl)-N-ethyl-N-methylformimidamide ClC1=C(C=C(C(=C1)N(C1=CC=C(C=C1)C)C)C)N=CN(C)CC